Allyl (10aS)-10-((tert-butyldimethylsilyl)oxy)-6-methoxy-4-oxo-7-((triisopropylsilyl)oxy)-1,2,10,10a-tetrahydroazeto[1,2-a]benzo[e][1,4]diazepine-9(4H)-carboxylate [Si](C)(C)(C(C)(C)C)OC1[C@H]2N(C(C3=C(N1C(=O)OCC=C)C=C(C(=C3)OC)O[Si](C(C)C)(C(C)C)C(C)C)=O)CC2